methyl (E)-3-(4-methoxyphenyl)acrylate COC1=CC=C(C=C1)/C=C/C(=O)OC